di-tert-butyl (5-(difluoromethoxy)cyclohexane-1,3-diyl)dicarbamate FC(OC1CC(CC(C1)NC(OC(C)(C)C)=O)NC(OC(C)(C)C)=O)F